(4aR,8aS)-6-[3-[4-[(3,6-dimethyl-2-pyridyl)oxy]phenyl]azetidine-1-carbonyl]-4,4a,5,7,8,8a-hexahydropyrido[4,3-b][1,4]oxazin-3-one CC=1C(=NC(=CC1)C)OC1=CC=C(C=C1)C1CN(C1)C(=O)N1C[C@@H]2[C@@H](OCC(N2)=O)CC1